5-hydroxy-2,5-dihydrofuran-2-one OC1C=CC(O1)=O